(3s,4s)-4-difluoromethyl-1,3-dimethylpiperidine-3-methanol FC([C@@H]1[C@@](CN(CC1)C)(CO)C)F